2-((S)-1-methoxyethyl)pyridine CO[C@@H](C)C1=NC=CC=C1